(7-(2-(ethyl-thio)ethyl)-6,8-dioxo-6,7,8,9-tetrahydro-1H-purin-2-yl)acetamide C(C)SCCN1C(NC=2N=C(NC(C12)=O)CC(=O)N)=O